1-(4-(benzyloxy)phenyl)-3-((2-(2,6-dioxopiperidin-3-yl)-7-fluoro-1-oxoisoindolin-5-yl)methyl)urea C(C1=CC=CC=C1)OC1=CC=C(C=C1)NC(=O)NCC=1C=C2CN(C(C2=C(C1)F)=O)C1C(NC(CC1)=O)=O